COC=1C2=CC=CC=C2C(=C2C=CC=CC12)OC 9,10-dimethoxyanthracene